barium(II) ethylhexanoate C(C)OC(CCCCC)=O.[Ba+2]